(1r,3r)-3-((tert-butyldiphenylsilyl)oxy)cyclobutane-1-carboxylic acid methyl ester COC(=O)C1CC(C1)O[Si](C1=CC=CC=C1)(C1=CC=CC=C1)C(C)(C)C